C12CNCC(N1C(=O)OC(C)(C)C)C2 3,6-diazabicyclo[3.1.1]heptane-6-carboxylic acid, 1,1-dimethylethyl ester